ClC1=C(C=C(C=C1)F)C1NC(C2=C3C=CC(=NC3=CC(=C21)NC(C2=CC(=CC(=C2)C(F)(F)F)F)=O)S)=O N-(3-(2-chloro-5-fluorophenyl)-7-mercapto-1-oxo-2,3-dihydro-1H-pyrrolo[3,4-f]quinolin-4-yl)-3-fluoro-5-(trifluoromethyl)benzamide